1-chloro-4-(4-fluoro-2-methyl-phenyl)-7-methoxy-isoquinoline ClC1=NC=C(C2=CC=C(C=C12)OC)C1=C(C=C(C=C1)F)C